NC1=NC=2C(=CC=CC2C=2N1C=C(N2)C(=O)N2CCC1(CCN(C1)C(=O)OC(C)(C)C)CC2)F tert-butyl 8-(5-amino-7-fluoroimidazo[1,2-c]quinazoline-2-carbonyl)-2,8-diazaspiro[4.5]decane-2-carboxylate